3,6,9-tris(2-(tert-butoxy)-2-oxoethyl)-13,13-dimethyl-11-oxo-12-oxa-3,6,9-triazatetradecan-1-oic acid C(C)(C)(C)OC(CN(CC(=O)O)CCN(CCN(CC(OC(C)(C)C)=O)CC(OC(C)(C)C)=O)CC(OC(C)(C)C)=O)=O